C1C(CC12CNCC2)NC(O[C@H]2[C@H](NC[C@@H]2O)CC2=CC=C(C=C2)OC)=O (2R,3S,4S)-4-hydroxy-2-[(4-methoxyphenyl)methyl]pyrrolidin-3-yl N-{6-azaspiro[3.4]octan-2-yl}carbamate